(R)-2-(2-((6-(1-aminoisoquinolin-5-yl)-2,3-dihydro-1H-inden-1-yl)oxy)-6-cyanophenyl)acetic acid NC1=NC=CC2=C(C=CC=C12)C1=CC=C2CC[C@H](C2=C1)OC1=C(C(=CC=C1)C#N)CC(=O)O